2-chloro-4-(1-((1-chlorocyclopropyl)methyl)-1H-pyrazol-4-yl)-5-methyl-pyrimidine ClC1=NC=C(C(=N1)C=1C=NN(C1)CC1(CC1)Cl)C